O=C1NC(CC[C@H]1N1C(C2=CC=C(C=C2C1)CNC(=O)NC1=CC=C(C=C1)OCC1CCC(CC1)CO)=O)=O |r| rac-1-((2-(2,6-Dioxopiperidin-3-yl)-1-oxoisoindolin-5-yl)methyl)-3-(4-(((1r,4r)-4-(hydroxymethyl)cyclohexyl)methoxy)phenyl)urea